6-methyl-N-[4-[(7-morpholino-[1,2,4]triazolo[1,5-c]pyrimidin-5-yl)oxy]cyclohexyl]-7,8-dihydro-5H-pyrido[4,3-d]pyrimidin-2-amine CN1CC2=C(N=C(N=C2)NC2CCC(CC2)OC2=NC(=CC=3N2N=CN3)N3CCOCC3)CC1